ClC1=C(C(=O)NCC(=O)N[C@@H](CC(C)C)B2OC(C[C@@](O2)(C(N(C)C)=O)CC(=O)O)=O)C=C(C=C1)Cl 2-((R)-2-((R)-1-(2-(2,5-dichlorobenzamido)acetamido)-3-methylbutyl)-4-(dimethylcarbamoyl)-6-oxo-1,3,2-dioxaborinan-4-yl)acetic acid